N-[3-[bis(carboxymethyl)amino]-2-hydroxypropyl]-N-(2-hydroxyethyl)-glycine C(=O)(O)CN(CC(CN(CC(=O)O)CCO)O)CC(=O)O